C(C)(C)(C)OC(=O)N[C@H]1CN(CC1)C=1C=C(C(=O)O)C=CC1[N+](=O)[O-] (R)-3-(3-((tert-butoxycarbonyl)amino)pyrrolidin-1-yl)-4-nitrobenzoic acid